1-(2-fluoro-4-(2-azaspiro[3.3]heptan-6-yl)phenyl)dihydropyrimidine-2,4(1H,3H)-dione trifluoroacetate salt FC(C(=O)O)(F)F.FC1=C(C=CC(=C1)C1CC2(CNC2)C1)N1C(NC(CC1)=O)=O